2-methyl-6-(2-methoxybenzylamino)purine CC1=NC(=C2NC=NC2=N1)NCC1=C(C=CC=C1)OC